NC1=C2C=CC=C(C2=CC=C1)NC(CC)=O N-(5-aminonaphthalen-1-yl)propionamide